[3-(2,6-dibenzyloxy-3-pyridyl)phenyl]carbamate C(C1=CC=CC=C1)OC1=NC(=CC=C1C=1C=C(C=CC1)NC([O-])=O)OCC1=CC=CC=C1